C(C)OC(=O)C=1C(NC=C(C1)Br)=C=O ethyl-5-bromo-2-carbonyl-1,2-dihydropyridine-3-carboxylate